C(C)(C)N1N=NC(=C1)COC=1C=CC=C2CCN([C@@H](C12)CN1C(C2=CC=CC=C2C1)=O)C(=O)[C@H]1[C@H](CCCC1)C(=O)OCC1=C(C=C(C=C1)OC)OC 2,4-Dimethoxybenzyl (1S,2R)-2-((S)-8-((1-isopropyl-1H-1,2,3-triazol-4-yl)methoxy)-1-((1-oxoisoindolin-2-yl)methyl)-1,2,3,4-tetrahydroisoquinoline-2-carbonyl)-cyclohexane-1-carboxylate